BrC=1C(=NC=C(C1)C(F)(F)F)C=1C(=C2CCN(C(C2=CC1)=O)C=1C=CC(=C(C1)NS(=O)(=O)C)O)C N-(5-(6-(3-bromo-5-(trifluoromethyl)pyridin-2-yl)-5-methyl-1-oxo-3,4-dihydroisoquinolin-2(1H)-yl)-2-hydroxyphenyl)methanesulfonamide